tert-butyl (2-((2-(3-(4-chloro-3-(trifluoromethyl)phenyl)ureido)-6-methylpyrimidin-4-yl)amino)ethyl)(methyl)carbamate ClC1=C(C=C(C=C1)NC(NC1=NC(=CC(=N1)NCCN(C(OC(C)(C)C)=O)C)C)=O)C(F)(F)F